(1S,2S,4R,6R,8S,9S,11S,12S,13R)-6-(4-Aminophenyl)-11-hydroxy-8-(2-hydroxyacetyl)-9,13-dimethyl-5,7-dioxapentacyclo[10.8.0.02,9.04,8.013,18]icosa-14,17-dien-16-one NC1=CC=C(C=C1)[C@@H]1O[C@@H]2C[C@H]3[C@@H]4CCC5=CC(C=C[C@@]5([C@H]4[C@H](C[C@@]3([C@@]2(O1)C(CO)=O)C)O)C)=O